S1C(=NC2=C1C=CC=C2)N(C(=O)[C@H]2N(CCC2)C(=O)OC(C)(C)C)C tert-butyl (S)-2-(benzo[d]thiazol-2-yl(methyl)carbamoyl)pyrrolidine-1-carboxylate